FC1(CC1)C(=O)N fluorocyclopropanecarboxamide